C1(CCCCC1)C=1C=C(C=CC1)CNCC1=CC=C(C=C1)OC N-[(3-cyclohexylphenyl)methyl]-1-(4-methoxyphenyl)methylamine